ClC=1C=C2C(C(=CN(C2=NC1N1CC2=NC=CC=C2C1)CC=1C=NC=CC1)C(=O)O)=O 6-chloro-7-(5,7-dihydro-6H-pyrrolo[3,4-b]pyridin-6-yl)-4-oxo-1-(pyridin-3-ylmethyl)-1,4-dihydro-1,8-naphthyridine-3-carboxylic acid